OCCCCN(CCCN(CCCCCCC(=O)[O-])CCCCCCC(=O)OCCCCCCCCCCCCCCCCCCCCCCCC)CCCCCCC(OCCCCCCCCCCCCCC)=C=O tetracosyl 7,7'-((3-((4-hydroxybutyl)(7-carbonyl-7-(tetradecyloxy)heptyl)amino)propyl)azanediyl)diheptanoate